(2-(benzyloxy)phenyl)(1H-imidazol-1-yl)methanone C(C1=CC=CC=C1)OC1=C(C=CC=C1)C(=O)N1C=NC=C1